C1(NNC(C2=CC=CC=C12)=O)=O 2,3-dihydro-phthalazinedione